Methyl (3-methoxybenzoyl)-L-phenylalaninate COC=1C=C(C(=O)N[C@@H](CC2=CC=CC=C2)C(=O)OC)C=CC1